C(C)OC(=O)C1(CC(C(C1)OS(=O)(=O)C(F)(F)F)F)NC(C1=CC=CC=C1)=O Racemic-ethyl-1-benzamido-3-fluoro-4-(((trifluoromethyl)sulfonyl)oxy)cyclopentanecarboxylate